COC=1C=C2C(=CCC2=CC1OC)C 5,6-dimethoxy-3-methyl-1H-indene